1-((tert-butyldiphenylsilyl)oxy)-3-(oxiran-2-ylmethoxy)propan-2-ol [Si](C1=CC=CC=C1)(C1=CC=CC=C1)(C(C)(C)C)OCC(COCC1OC1)O